3-fluoro-N-[8-fluoro-2-methylimidazo[1,2-a]pyridin-6-yl]-5-(2,2,6,6-tetramethyl-1,3-dihydropyridin-4-yl)thiophene-2-carboxamide FC1=C(SC(=C1)C=1CC(NC(C1)(C)C)(C)C)C(=O)NC=1C=C(C=2N(C1)C=C(N2)C)F